C1(CC2=CC=CC3=CC=CC1=C23)=C(C#N)C#N 2-(Acenaphthylen-1(2H)-ylidene)malononitrile